C1=C(C(=C(C(=C1Cl)Cl)CC2=C(C(=CC(=C2Cl)Cl)Cl)O)O)Cl 2,2'-dihydroxy-3,3',5,5',6,6'-hexachlorodiphenylmethane